(R)-2-amino-3-(4-dihydroxyboryl-2,6-difluorophenyl)-2-methylpropanoic acid N[C@@](C(=O)O)(CC1=C(C=C(C=C1F)B(O)O)F)C